5-(((2-((2,4-dimethoxybenzyl)(methyl)amino)quinolin-7-yl)oxy)methyl)tetrahydrofuran-3,4-diol COC1=C(CN(C2=NC3=CC(=CC=C3C=C2)OCC2C(C(CO2)O)O)C)C=CC(=C1)OC